6-(4-aminocyclohexyl)-2-(6-hydroxy-2,7-dimethyl-indazol-5-yl)pyrido[4,3-d]pyrimidin-5-one NC1CCC(CC1)N1C(C2=C(N=C(N=C2)C2=CC3=CN(N=C3C(=C2O)C)C)C=C1)=O